C1(CCCCC1)CC[C@@H](CC(=O)N)NC(=O)C1=NN(C(=C1)C1=C(C=CC=C1OC)OC)CC(C)C (3S)-5-cyclohexyl-3-{[5-(2,6-dimethoxyphenyl)-1-(2-methylpropyl)-1H-pyrazol-3-yl]formamido}pentanamide